C1(=CC=CC=C1)C1CCCC=2N1C(NN2)=O 5-phenyl-5,6,7,8-tetrahydro-[1,2,4]triazolo[4,3-a]pyridin-3(2H)-one